tert-butyl 4-(4-((3-cyanopyridin-2-yl)methoxy)phenyl)-1H-imidazole-1-carboxylate C(#N)C=1C(=NC=CC1)COC1=CC=C(C=C1)C=1N=CN(C1)C(=O)OC(C)(C)C